FC1=C(C=CC(=C1)C=1OC=CN1)CN (2-fluoro-4-(oxazol-2-yl)phenyl)methylamine